FC=1C=C(CN2CC3=CN(C=4N=CC=CC4C3=CC2)CC2=CC=C(C=C2)F)C=CC1 3-(3-fluorobenzyl)-6-(4-fluorobenzyl)-2,3,4,6-tetrahydropyrido[3,4-c][1,8]naphthyridine